P(O)(=O)(OP(=O)(O)O)OC[C@@H]1[C@H]([C@H]([C@@](O1)(N1C=NC=2C(N)=NC=NC12)N)O)O amino-adenosine diphosphate